(S)-1-(4-bromopyridin-2-yl)pyrrolidin-3-ol BrC1=CC(=NC=C1)N1C[C@H](CC1)O